2-[2-[2-(2-benzyloxyethoxy)ethoxy]ethoxy]ethyl-methane C(C1=CC=CC=C1)OCCOCCOCCOCCC